[1-(2,6-dioxo-3-piperidinyl)-3-methyl-2-oxo-benzimidazol-4-yl]-2,2-diMethyl-piperazine-1-carboxylic acid tert-butyl ester C(C)(C)(C)OC(=O)N1C(C(NCC1)C1=CC=CC=2N(C(N(C21)C)=O)C2C(NC(CC2)=O)=O)(C)C